(methyl-sulfonyl)benzamide CS(=O)(=O)C1=C(C(=O)N)C=CC=C1